2-[[2-[2-[[(E)-3-[4-(trifluoromethyl)phenyl]prop-2-enoyl]amino]acetyl]-3,4-dihydro-1H-isoquinolin-6-yl]oxy]acetic acid FC(C1=CC=C(C=C1)/C=C/C(=O)NCC(=O)N1CC2=CC=C(C=C2CC1)OCC(=O)O)(F)F